C1(CC2C(CC1)O2)COC(=O)C2CC1C(CC2)O1 3,4-epoxycyclohexylmethyl-3,4-Epoxycyclohexylcarboxylate